ethyl 4-(2-chlorophenyl)piperidine-3-carboxylate ClC1=C(C=CC=C1)C1C(CNCC1)C(=O)OCC